(3R,5R,8R,9R,10S,13S,14S,16R,17S)-17-(2-bromoacetyl)-3-hydroxy-3,13-dimethylhexadecahydro-1H-cyclopenta[a]phenanthrene-16-carbonitrile BrCC(=O)[C@H]1[C@@H](C[C@H]2[C@@H]3CC[C@@H]4C[C@](CC[C@@H]4[C@H]3CC[C@]12C)(C)O)C#N